2-(4-bromo-2,6-dimethylphenyl)-2-(6-chloro-5-isopropylpyridazin-3-yl)acetonitrile BrC1=CC(=C(C(=C1)C)C(C#N)C=1N=NC(=C(C1)C(C)C)Cl)C